C(C1=CC=CC=C1)OC(N[C@@H]1[C@H](NC([C@H]1C)=O)C1=CC=CC=C1)=O |r| (rac-(2r,3s,4s)-4-methyl-5-oxo-2-phenylpyrrolidin-3-yl)carbamic acid benzyl ester